bis{4-(4-aminophenoxy)phenyl} sulfone NC1=CC=C(OC2=CC=C(C=C2)S(=O)(=O)C2=CC=C(C=C2)OC2=CC=C(C=C2)N)C=C1